CN(CCC[Si](OCC)(OCC)C)C N,N-dimethyl-gamma-aminopropyl-methyl-diethoxysilane